quinazolinyl-imidazole tert-butyl-(S)-4-(4-((benzyloxy)carbonyl)-3-(cyanomethyl)piperazin-1-yl)-2-chloro-5,8-dihydropyrido[3,4-d]pyrimidine-7(6H)-carboxylate C(C)(C)(C)OC(=O)N1CC=2N=C(N=C(C2CC1)N1C[C@@H](N(CC1)C(=O)OCC1=CC=CC=C1)CC#N)Cl.N1=C(N=CC2=CC=CC=C12)C=1NC=CN1